CN(C=1N=C(C(=NC1C)C(=O)N)NC1=CC(=CC=C1)CCNC([C@H](C)NC)=O)C (S)-5-(dimethylamino)-6-methyl-3-((3-(2-(2-(methylamino)propanamido)ethyl)phenyl)amino)pyrazine-2-carboxamide